O[C@H](CO)[C@@H]1[C@@H](OC(O1)(C)C)C=O (4R,5R)-5-((R)-1,2-dihydroxyethyl)-2,2-dimethyl-1,3-dioxolane-4-carbaldehyde